N2-(5-(difluoromethoxy)-1H-pyrazol-3-yl)-N6-(1-methylpiperidin-4-yl)pyrazine-2,6-diamine FC(OC1=CC(=NN1)NC1=NC(=CN=C1)NC1CCN(CC1)C)F